The molecule is a monocarboxylic acid anion resulting from the deprotonation of the carboxy group of neurosporaxanthin. The major species at pH 7.3. It is a conjugate base of a neurosporaxanthin. CC1=C(C(CCC1)(C)C)/C=C/C(=C/C=C/C(=C/C=C/C=C(\\C)/C=C/C=C(\\C)/C=C/C=C(\\C)/C(=O)[O-])/C)/C